FC1=CC2=C(N(N=N2)C(C(=O)N2C(CC(C2)O)C(=O)NC)C(C)C)C=C1F 1-((5,6-difluoro-1H-benzo[d][1,2,3]triazol-1-yl)-3-methylbutanoyl)-4-hydroxy-N-methylpyrrolidine-2-carboxamide